FCC(OC=1C=C2C(N(C(N(C2=CC1)C1CCN(CC1)C=O)=O)CC1=CC=C(C=C1)C1=NN(C=C1)C)=O)CF 4-{6-[2-fluoro-1-(fluoromethyl)ethoxy]-3-[4-(1-methyl-1H-pyrazol-3-yl)benzyl]-2,4-dioxo-3,4-dihydroquinazolin-1(2H)-yl}piperidine-1-carbaldehyde